cis-4-cyclohexene-1,2-dicarboxylic acid diisobutyl ester C(C(C)C)OC(=O)[C@H]1[C@H](CC=CC1)C(=O)OCC(C)C